4-acetoxyphenylisonitrile C(C)(=O)OC1=CC=C(C=C1)[N+]#[C-]